C(#N)C(=CC1=C(N(C(=C1)C)C=1SC(=CC1C#N)CC)C)C1=NC2=C(C=NC(=C2)OC)N1 2-(3-(2-cyano-2-(6-methoxy-3H-imidazo[4,5-c]pyridin-2-yl)vinyl)-2,5-dimethyl-1H-pyrrol-1-yl)-5-ethylthiophene-3-carbonitrile